ClC=1C=NC(=C(C(=O)NC2CCC(CC2)CN2C(N(C3=C2C=CC=C3)C=3C=NC(=CC3)N3C[C@@H](CC3)O)=O)C1)C 5-chloro-N-((1R,4r)-4-((3-(6-((R)-3-hydroxypyrrolidin-1-yl)pyridin-3-yl)-2-oxo-2,3-dihydro-1H-benzo[d]imidazol-1-yl)methyl)cyclohexyl)-2-methylnicotinamide